C1(=CC=CC=C1)C=1C(=C(C=2CC3=CC=CC=C3C2C1)C1=C(C=CC=C1)C1=CC=CC=C1)C1=CC=CC=C1 (diphenylfluorenyl)(biphenyl)